tert-butyl 4-((5-bromopyrimidin-4-yl)methyl)-4-hydroxypiperidine-1-carboxylate BrC=1C(=NC=NC1)CC1(CCN(CC1)C(=O)OC(C)(C)C)O